OC1CC(N(CC1)C(=O)OCC1=CC=CC=C1)(C)COC benzyl 4-hydroxy-2-(methoxymethyl)-2-methylpiperidine-1-carboxylate